C(#N)C1=CC=C(C=C1)C1=C(C=CC=2N=CSC21)SC(C(=O)O)(C)C 2-[[7-(4-cyanophenyl)benzo[d]thiazol-6-yl]thio]-2-methylpropanoic acid